(E)-1-(2,4-Dihydroxyphenyl)-3-[4-methoxy-3-(thiomorpholin-4-ylmethyl)phenyl]prop-2-en-1-one OC1=C(C=CC(=C1)O)C(\C=C\C1=CC(=C(C=C1)OC)CN1CCSCC1)=O